C1(CC1)CC1(CCOCC1)CNC(C1=CC=C(C=C1)C#CC1=C(C=CC=C1)F)=O N-((4-(cyclopropylmethyl)tetrahydro-2H-pyran-4-yl)methyl)-4-((2-fluorophenyl)ethynyl)benzamide